N,N-diethyl-5-(3-(ethylamino)-4-fluorophenoxy)naphthalen-2-amine C(C)N(C1=CC2=CC=CC(=C2C=C1)OC1=CC(=C(C=C1)F)NCC)CC